ClC=1C=C(C=2N(N1)C=C(N2)C)OC2=C(C=CC=C2)F 6-chloro-8-(2-fluorophenoxy)-2-methyl-imidazo[1,2-b]pyridazine